(6S)-6-(2-Chloro-3-{[2-(difluoromethoxy)-6-methylpyridin-3-yl]amino}phenyl)-2-imino-6-methyl-3-(tetrahydropyran-4-yl)hexahydropyrimidin-4-one ClC1=C(C=CC=C1NC=1C(=NC(=CC1)C)OC(F)F)[C@@]1(CC(N(C(N1)=N)C1CCOCC1)=O)C